ClC1=CC=C(C2=CC=CC=C12)C1C2CNC1C2 5-(4-chloronaphthalen-1-yl)-2-azabicyclo[2.1.1]hexane